O1CCC2=C1C=CC(=C2)/C=C/C(=O)OC Methyl (E)-3-(2,3-dihydrobenzofuran-5-yl)acrylate